C12(C(CC(CC1)C2)CN2C(C(=C(C2=O)C)C)=O)CN2C(C(=C(C2=O)C)C)=O (bicyclo[2.2.1]heptane-diylbis(methylene))bis(3,4-dimethyl-1H-pyrrole-2,5-dione)